(1R,3S)-3-(3-(2-(2-formyl-3-hydroxyphenyl)-5-methylthiazole-4-carboxamido)-1H-pyrazol-5-yl)cyclopentyl isopropylcarbamate C(C)(C)NC(O[C@H]1C[C@H](CC1)C1=CC(=NN1)NC(=O)C=1N=C(SC1C)C1=C(C(=CC=C1)O)C=O)=O